2-([1,1'-biphenyl]-3-yl)-4-chloro-6-(9,9-diphenyl-9H-fluoren-2-yl)-1,3,5-triazine C1(=CC(=CC=C1)C1=NC(=NC(=N1)Cl)C1=CC=2C(C3=CC=CC=C3C2C=C1)(C1=CC=CC=C1)C1=CC=CC=C1)C1=CC=CC=C1